(Z)-N'-(benzyloxy)-5-chloro-6-(1,2-dihydroxyethyl)nicotinimidamide C(C1=CC=CC=C1)O\N=C(\C1=CN=C(C(=C1)Cl)C(CO)O)/N